di-tert-butyl([2,3,4,5-tetramethyl-6-[2,4,6-tris(propan-2-yl)phenyl]phenyl])phosphane C(C)(C)(C)P(C1=C(C(=C(C(=C1C1=C(C=C(C=C1C(C)C)C(C)C)C(C)C)C)C)C)C)C(C)(C)C